2,6-di-tert-butylphenylboronic acid C(C)(C)(C)C1=C(C(=CC=C1)C(C)(C)C)B(O)O